5-bromo-4-methyl-2-(4-methylimidazol-1-yl)pyrimidine ethyl-2-(2-nitrobenzylidene)-3-oxobutyrate C(C)OC(C(C(C)=O)=CC1=C(C=CC=C1)[N+](=O)[O-])=O.BrC=1C(=NC(=NC1)N1C=NC(=C1)C)C